ClC=1C=C(C=C(C1)OC(F)F)NC(OCC=1C=C2C(N(CC2=C(C1)OC)C1C(NC(CC1)=O)=O)=O)=O (2-(2,6-dioxopiperidin-3-yl)-7-methoxy-3-oxoisoindolin-5-yl)methyl (3-chloro-5-(difluoromethoxy)phenyl)carbamate